1,2-phenylenebis(oxy)bis(isobenzofuran-1,3-dione) C1(=C(C=CC=C1)OC1=C2C(OC(C2=CC=C1)=O)=O)OC1=C2C(OC(C2=CC=C1)=O)=O